6-(5-{[(1S)-1-[2-fluoro-5-(trifluoromethyl)phenyl]ethyl]-carbamoyl}-6-(deutero)meth-oxypyridin-3-yl)-N-methyl-1H-indazole-3-carboxamide FC1=C(C=C(C=C1)C(F)(F)F)[C@H](C)NC(=O)C=1C=C(C=NC1OC[2H])C1=CC=C2C(=NNC2=C1)C(=O)NC